6-Ethoxy-4-methyl-2-nitro-pyridin-3-amine C(C)OC1=CC(=C(C(=N1)[N+](=O)[O-])N)C